C1(CC1)CN1[C@H]2[C@@]3(CC[C@@H]([C@H]4[C@@]3(C=3C(=C(C=CC3C2)O)O4)CC1)NC(=O)C=1C=C4C=CNC4=CC1)O 17-Cyclopropylmethyl-3,14β-dihydroxy-4,5α-epoxy-6α-(indole-5-carboxamido)morphinan